HEPTAN-7-OL CCCCCCCO